OC1=CC=C(C=C1)C1=COC=C1C1=C(C=CC=C1)N1N=CN=C1 3-(4-hydroxyphenyl)-4-((1H-1,2,4-triazol-1-yl)phenyl)furan